methyl N-[5-[6-[(3-chloro-4-methyl-phenyl)-propyl-carbamoyl]imidazo[1,2-a]pyridin-3-yl]-2-pyridyl]carbamate ClC=1C=C(C=CC1C)N(C(=O)C=1C=CC=2N(C1)C(=CN2)C=2C=CC(=NC2)NC(OC)=O)CCC